3-chloro-5-fluoro-4-((7-methoxy-2-oxo-2,3-dihydro-1H-imidazo[4,5-c][1,8]naphthyridin-1-yl)methyl)benzenesulfonamide ClC=1C=C(C=C(C1CN1C(NC=2C=NC=3N=C(C=CC3C21)OC)=O)F)S(=O)(=O)N